N8-benzyl-3-isopropyl-N6-[(3S)-tetrahydropyran-3-yl]-[1,2,4]triazolo[4,3-b]pyridazine-6,8-diamine C(C1=CC=CC=C1)NC=1C=2N(N=C(C1)N[C@@H]1COCCC1)C(=NN2)C(C)C